N1(CCC1)C=1C=CC=2C3(C4=CC=C(C=C4OC2C1)N1CCC1)C(C(C1=CC=C(C=C13)OCCCOCCOCCCCCCCl)=O)=[N+]=[N-] 3',6'-di(azetidin-1-yl)-6-(3-(2-((6-chlorohexyl)oxy)ethoxy)propoxy)-2-diazospiro[indene-1,9'-xanthen]-3(2H)-one